3-(3-methoxy-4-((4-((trifluoromethyl)thio)benzyl)oxy)benzyl)-6-(1-methyl-1H-pyrazol-4-yl)-3H-imidazo[4,5-b]pyridin-2-amine COC=1C=C(CN2C(=NC=3C2=NC=C(C3)C=3C=NN(C3)C)N)C=CC1OCC1=CC=C(C=C1)SC(F)(F)F